C12CCC(CC1)N2C=2N=C1N(C(C2)=O)C=C(C=C1C(C)NC1=C(C(=O)O)C=CC=C1)C 2-((1-(2-(7-azabicyclo[2.2.1]heptan-7-yl)-7-methyl-4-oxo-4H-pyrido[1,2-a]pyrimidin-9-yl)ethyl)amino)benzoic acid